ClC1=C(C=CC=C1)[C@@H]1[C@H](CCC(C1)(C)C)C(=O)N1CCC2(CN(C2)C(C=C)=O)CC1 1-(7-((1S,2S)-2-(2-chlorophenyl)-4,4-dimethylcyclohexane-1-carbonyl)-2,7-diazaspiro[3.5]nonan-2-yl)prop-2-en-1-one